(5aR,5bS,7aS,8S,10aS,10bR)-2-((2-chlorophenyl)amino)-5a,7a-dimethyl-5,5a,5b,6,7,7a,8,9,10,10a,10b,11-dodecahydro-4H-cyclopenta[7,8]phenanthro[2,1-d]thiazol-8-yl acetate C(C)(=O)O[C@H]1CC[C@@H]2[C@@]1(CC[C@@H]1[C@]3(CCC=4N=C(SC4C3=CC[C@@H]21)NC2=C(C=CC=C2)Cl)C)C